isopropyl (trans-4-(5-(2-(N-(tert-butyl)sulfamoyl)-4-(5-methyl-1H-pyrazol-4-yl)phenyl)thiazol-2-yl)cyclohexyl)carbamate C(C)(C)(C)NS(=O)(=O)C1=C(C=CC(=C1)C=1C=NNC1C)C1=CN=C(S1)[C@@H]1CC[C@H](CC1)NC(OC(C)C)=O